2-(5-{[(1S,2S,3R,5R)-2-fluoro-8-azabicyclo[3.2.1]octan-3-yl](2-methoxyethyl)amino}pyrazin-2-yl)-5-(1H-pyrazol-4-yl)phenol F[C@H]1[C@@H]2CC[C@H](C[C@H]1N(C=1N=CC(=NC1)C1=C(C=C(C=C1)C=1C=NNC1)O)CCOC)N2